1-((2-hydroxy-2-methylpropyl)amino)-6-(trifluoromethyl)-3H-pyrido[1,2-c]pyrimidin-3-one OC(CNC1=NC(C=C2N1C=CC(=C2)C(F)(F)F)=O)(C)C